5-(1-Methyl-cyclopropyl)-[1,2,4]oxadiazole-3-carboxylic acid {(S)-2-[2-(1-methyl-1H-pyrazol-4-yl)-3H-imidazo[4,5-b]pyridin-7-yl]-6,7,8,9-tetrahydro-5H-benzocyclohepten-5-yl}-amide CN1N=CC(=C1)C1=NC=2C(=NC=CC2C=2C=CC3=C(CCCC[C@@H]3NC(=O)C3=NOC(=N3)C3(CC3)C)C2)N1